2-(1-(cyclopropylmethyl)-5-(3-fluoro-4-sulfamoylbenzyl)-4-(3-((5-methylthiophen-2-yl)ethynyl)phenyl)-1H-pyrrol-2-yl)thiazole-4-carboxylic acid C1(CC1)CN1C(=CC(=C1CC1=CC(=C(C=C1)S(N)(=O)=O)F)C1=CC(=CC=C1)C#CC=1SC(=CC1)C)C=1SC=C(N1)C(=O)O